C(C)OC(=O)C1OC2(OC1C(=O)OCC)OCCOCCOCCOCCOCCOC2 1,4,6,9,12,15,18,21-Octaoxa-spiro[4.17]docosane-2,3-dicarboxylic acid diethyl ester